C(C1=CC=CC=C1)OC1(CC1)C(C=1C(=C(C=CC1)C(C)=N[S@@](=O)C(C)(C)C)F)(F)F (S)-N-(1-(3-((1-(benzyloxy)cyclopropyl)difluoromethyl)-2-fluorophenyl)ethylidene)-2-methylpropane-2-sulfinamide